3-(5-(3-chloroquinoxalin-2-yl)-1-oxoisoindolin-2-yl)piperidine-2,6-dione ClC=1C(=NC2=CC=CC=C2N1)C=1C=C2CN(C(C2=CC1)=O)C1C(NC(CC1)=O)=O